C(C)C1=C(C=C(C(=O)O)C=C1)S(NC1=C(C=CC(=C1)C1=NN=NN1)N1CCCCC1)(=O)=O 4-Ethyl-3-(N-(2-(piperidin-1-yl)-5-(tetrazol-5-yl)phenyl)sulfamoyl)benzoic acid